ClC=1C(=C(CN2[C@@H](C[C@@](CC2)(C(=O)O)CC2=NC(=C(C(=C2)C(N(C)C)=O)F)NC2=NNC(=C2)C)C)C=CC1)F (2R,4R)-1-(3-chloro-2-fluorobenzyl)-4-((4-(dimethylcarbamoyl)-5-fluoro-6-((5-methyl-1H-pyrazol-3-yl)amino)pyridin-2-yl)methyl)-2-methylpiperidine-4-carboxylic acid